(S)-6-(4-chlorophenyl)-N-(1-(o-trifluoromethylphenyl)ethyl)-2-(1-methyl-1H-pyrazol-4-yl)pyrimidine-4-carboxamide ClC1=CC=C(C=C1)C1=CC(=NC(=N1)C=1C=NN(C1)C)C(=O)N[C@@H](C)C1=C(C=CC=C1)C(F)(F)F